C(C)(C)OC(=O)C1=C(C=C(C=C1)C1=CC(=C(C=C1)F)F)N1C(C2=CC(=CC=C2C1)C(=O)NS(=O)(=O)C)=O 3',4'-Difluoro-3-(6-methanesulfonylaminocarbonyl-1-oxo-1,3-dihydro-isoindol-2-yl)-biphenyl-4-carboxylic acid isopropyl ester